COC=1C=C2CC3(CCC=4N(C5=CC=CC=C5C4C3C2=C(C1OC)OC)S(=O)(=O)C)C#N (7S,12R)-10,11,12-Trimethoxy-5-(methylsulfonyl)-6,7,8,12b-tetrahydroindeno[2,1-c]carbazole-7a(5H)-nitrile